C(#N)C1=CC=C(OC2CN(C2)C2=CC=C(C=N2)C=2C=3N(C=C(C2)OCC(C)(C)O)N=CC3C#N)C=C1 4-(6-(3-(4-cyanophenoxy)azetidin-1-yl)pyridin-3-yl)-6-(2-hydroxy-2-methyl-propoxy)pyrazolo[1,5-a]pyridine-3-carbonitrile